C(C)(C)(C)OC(=O)N1CC(=CC1)C1=CC=C2C3=C(N(C2=C1)C(=O)OC(C)(C)C)N=CN=C3Cl tert-butyl 7-(1-(tert-butoxycarbonyl)-2,5-dihydro-1H-pyrrol-3-yl)-4-chloro-9H-pyrimido[4,5-b]indole-9-carboxylate